FC=1C=C(C=CC1OC1=C2C(=NC=C1)C=C(S2)C2=NC=C(C=C2)CNCCOC)NC(=O)C=2C(N(C=CC2C)C2=CC=CC=C2)=O N-(3-fluoro-4-{[2-(5-{[(2-methoxyethyl)amino]methyl}pyridin-2-yl)thieno[3,2-b]pyridine-7-yl]oxy}phenyl)-4-methyl-2-oxo-1-phenyl-1,2-dihydropyridine-3-carboxamide